[6-chloro-2-(3-propan-2-ylpyrrolidin-1-yl)pyridin-3-yl]-(1,1-dioxo-1,4-thiazinan-4-yl)methanone ClC1=CC=C(C(=N1)N1CC(CC1)C(C)C)C(=O)N1CCS(CC1)(=O)=O